ClC1=C2C(N(C=NC2=CC=C1)CC1COCC1)=O 5-chloro-3-((tetrahydrofuran-3-yl)methyl)quinazolin-4(3H)-one